3-(4-benzylpiperazin-1-yl)-7-(2-(methoxymethoxy)phenyl)-5,6,7,8-tetrahydroimidazo[1,2-a]pyrazine-2-carbonitrile C(C1=CC=CC=C1)N1CCN(CC1)C1=C(N=C2N1CCN(C2)C2=C(C=CC=C2)OCOC)C#N